3-(4-amino-2-(ethoxymethyl)-6,7-dimethyl-1H-imidazo[4,5-c]pyridin-1-yl)-2-(methoxymethyl)-2-methylpropan-1-ol NC1=NC(=C(C2=C1N=C(N2CC(CO)(C)COC)COCC)C)C